5-chloro-4-(4-chloro-1-methyl-1H-pyrazol-5-yl)thiophene-2-carboxylic acid ClC1=C(C=C(S1)C(=O)O)C1=C(C=NN1C)Cl